FC(S(=O)C=1C(=NNC1)C#N)(F)F 4-[(trifluoromethyl)sulfinyl]-1H-pyrazol-3-carbonitrile